NC=1C=C(CCNC(=O)C2NC(CC2)=O)C=CC1 N-(3-aminophenethyl)-5-oxopyrrolidine-2-carboxamide